SCSC(SCSC(SCSC(C(SCS)SCS)SCS)C1SCS1)C(SCS)SCS bis[3,4-bis(mercaptomethylthio)-6-mercapto-2,5-dithiahexylthio]methyl-1,3-dithietane